N-hydroxy-5-(trifluoromethyl)pyrazine-2-carboximidamide ONC(=N)C1=NC=C(N=C1)C(F)(F)F